mono-α-methylpropionitrile CC(C#N)C